[Cl-].C(CCCCCCCCC)[N+](C)(C)CCCCCCCCCC DidecylDimethylAmmonium Chloride